8-fluoro-3-(5-fluoro-3,3-dimethyl-3,4-dihydro-isoquinolin-1-yl)-quinoline FC=1C=CC=C2C=C(C=NC12)C1=NC(CC2=C(C=CC=C12)F)(C)C